NC1=NC=CC(=N1)C1=C(C=2C(NCC(C2N1)C[C@H]1OCCOC1)=O)NC1=C(C(=CC=C1)Cl)OC 2-(2-aminopyrimidin-4-yl)-3-[(3-chloro-2-methoxyphenyl)amino]-7-[(2R)-1,4-dioxan-2-ylmethyl]-1H,5H,6H,7H-pyrrolo[3,2-c]pyridin-4-one